ClC=1C(=NC(=NC1)NC1CCOCC1)C1=CC=C2CN(C(C2=C1)=O)CC(=O)N(C)C1CCCC1 2-(6-{5-chloro-2-[(oxan-4-yl)amino]pyrimidin-4-yl}-1-oxo-2,3-dihydro-1H-isoindol-2-yl)-N-cyclopentyl-N-methylacetamide